(S)-quinuclidin-3-yl ((R)-6-ethoxy-5-(4-ethylphenyl)-2,2-dimethyl-2,3-dihydro-1H-inden-1-yl)carbamate C(C)OC1=C(C=C2CC([C@H](C2=C1)NC(O[C@@H]1CN2CCC1CC2)=O)(C)C)C2=CC=C(C=C2)CC